4-(1-naphthyl)-3,5-diphenyl-1,2,4-triazole C1(=CC=CC2=CC=CC=C12)N1C(=NN=C1C1=CC=CC=C1)C1=CC=CC=C1